N-(3-((4-hydroxy-1-(3-phenylbutanoyl)piperidin-4-yl)methyl)-4-oxo-3,4-dihydropyrrolo[2,1-f][1,2,4]triazin-6-yl)acetamide OC1(CCN(CC1)C(CC(C)C1=CC=CC=C1)=O)CN1C=NN2C(C1=O)=CC(=C2)NC(C)=O